4-Acetyl-3-amino-2,6-dimethoxyphenethylmethacrylat C(C)(=O)C1=C(C(=C(CCOC(C(=C)C)=O)C(=C1)OC)OC)N